C[C@@H]1C[C@@H](CN(C1)C(CN1CCN(CC1)C)=O)C1=NC2=C(C=CC=C2C=C1)C#N (cis-5-Methyl-1-[2-(4-methyl-piperazin-1-yl)-acetyl]-piperidin-3-yl)-quinoline-8-carbonitrile